BrC1=CC(=C(CN(C(=O)[C@H]2CN(CCC2)C=2C=C(OC(C(=O)N3CCN(CC3)C(=O)OC(C)(C)C)(C)C)C=CC2)C2CC2)C=C1)OCCNC(=O)OC(C)(C)C tert-butyl (R)-4-(2-(3-(3-((4-bromo-2-(2-((tert-butoxycarbonyl)amino)ethoxy) benzyl)(cyclopropyl)carbamoyl)piperidin-1-yl)phenoxy)-2-methylpropanoyl)piperazine-1-carboxylate